COC(CCN1N=C(CC1=O)CN(C(OC(C)(C)C)=O)C)C tert-Butyl {[1-(3-methoxybutyl)-5-oxo-4,5-dihydro-1H-pyrazol-3-yl]methyl}methylcarbamate